[K+].C1(CCCCC1)NCC(CS(=O)(=O)[O-])O 3-(cyclohexylamino)-2-hydroxy-1-propanesulfonic acid potassium salt